6-methoxyquinoline-7-carboxylic acid COC=1C=C2C=CC=NC2=CC1C(=O)O